COC1=C(C2=CC=CC=C2C=C1)C3=C(C=CC4=CC=CC=C43)P(C5=CC=CC=C5)C6=CC=CC=C6 (S)-(-)-(diphenylphosphino)-2'-methoxy-1,1'-binaphthyl